2-Bromo-4-[3-(pyridin-2-yl)-1H-pyrazol-4-yl]pyridine BrC1=NC=CC(=C1)C=1C(=NNC1)C1=NC=CC=C1